2-methoxy-p-benzoquinone COC=1C(C=CC(C1)=O)=O